OCCCC1=C(C2=CC=CC(=C2C(=C1)[N+](=O)[O-])[N+](=O)[O-])C(=O)O (3-hydroxypropyl)-4,5-dinitro-1-naphthoic acid